O=O.[Si] silicon oxyoxide